4-nitrobenzyl (R)-3-formylpyrrolidine-1-carboxylate C(=O)[C@H]1CN(CC1)C(=O)OCC1=CC=C(C=C1)[N+](=O)[O-]